N1=CC=C(C=C1)CCC(=O)O 3-(pyridin-4-yl)propanoic acid